2-((1,4-dioxan-2-yl)methyl)-7-methoxy-N-(6-methoxypyridin-2-yl)imidazo[1,2-a]pyridine-6-carboxamide O1C(COCC1)CC=1N=C2N(C=C(C(=C2)OC)C(=O)NC2=NC(=CC=C2)OC)C1